tert-Butyl (1-(3-bromo-1-(4-methoxybenzyl)-1H-pyrazolo[3,4-b]pyrazin-6-yl)-4-methyl piperidin-4-yl)carbamate BrC1=NN(C2=NC(=CN=C21)N2CCC(CC2)(C)NC(OC(C)(C)C)=O)CC2=CC=C(C=C2)OC